2,5-Dimethyl-4-[2-methyl-4-(1-methylpyrazol-4-yl)phenyl]sulfonyl-2,3-dihydro-1H-quinoxaline CC1NC2=CC=CC(=C2N(C1)S(=O)(=O)C1=C(C=C(C=C1)C=1C=NN(C1)C)C)C